C1(CC1)C=1C=NN(C1CO[C@@H]1[C@H]2[C@@H](N([C@@H](C1)C2)C2=CC=C(C(=O)O)C=C2)CC)C2=C(C=CC=C2Cl)Cl 4-[(1R,3S,4R,5S)-5-{[4-cyclopropyl-1-(2,6-dichlorophenyl)-1H-pyrazol-5-yl]methoxy}-3-ethyl-2-azabicyclo[2.2.1]heptan-2-yl]benzoic acid